2-((R)-3-methoxypyrrolidin-1-yl)thiazolo[4,5-d]pyrimidine CO[C@H]1CN(CC1)C=1SC2=C(N=CN=C2)N1